3-(3-chloro-4-fluorophenyl)-4-(5-(3,5-dimethylisoxazol-4-yl)-1-((trans)-4-deutero-methoxycyclohexyl)-1H-benzo[d]imidazol-2-yl)-1,3-oxazinan-2-one ClC=1C=C(C=CC1F)N1C(OCCC1C1=NC2=C(N1C1(CCC(CC1)[2H])OC)C=CC(=C2)C=2C(=NOC2C)C)=O